C(CCCCCCCCCCC)(=O)OC[C@@H](OC(CCCCCCCCCCC)=O)COP(=O)(O)O.C(CCC)(=O)[Si](N[Si](C(CCC)=O)(C)C)(C)C 1,3-dibutyryl-tetramethyl-disilazane 1,2-Dilauroyl-sn-Glycero-3-Phosphate